2-(4-[6-[(2,3-dihydro-1H-inden-2-yl)amino]pyridin-3-yl]-1H-pyrazol-1-yl)-1-{1H,4H,5H,6H,7H-[1,2,3]triazolo[4,5-c]pyridin-5-yl}ethan-1-one C1C(CC2=CC=CC=C12)NC1=CC=C(C=N1)C=1C=NN(C1)CC(=O)N1CC2=C(CC1)NN=N2